BrC=1C=C2CC(C(C2=CC1)=O)=CC1(CCNCC1)F 5-bromo-2-((4-fluoropiperidin-4-yl)methylene)-2,3-dihydro-1H-inden-1-one